CN1N=CC(=C1)C=1N=C(C=2N(C1)N=CC2)NCC2CCN(CC2)C(C=C)=O 1-(4-(((6-(1-methyl-1H-pyrazol-4-yl)pyrazolo[1,5-a]pyrazin-4-yl)amino)methyl)piperidin-1-yl)prop-2-en-1-one